O=C1N([C@@H]2CC[C@H](N1C2)C(=O)NNC(=O)C=2C=NC=CC2)OS(=O)(=O)O.[NH+]2=CC=CC=C2 pyridinium (2S,5R)-7-oxo-N'-(pyridine-3-ylcarbonyl)-6-(sulfooxy)-1,6-diazabicyclo[3.2.1]octane-2-carbohydrazide